BrC1=CC=C(C=C1)C1=CC=CC=2N(C3=CC=CC=C3C12)C1=CC=CC=C1 4-(4-bromophenyl)-9-phenyl-9H-carbazole